FC(C=1C=CC2=C(C3=C(NS2)C=CC=C3)C1)(F)F 2-(trifluoromethyl)dibenzothiazine